C1(CC1)C1=C2CN(C(C2=CC(=C1)CO)=O)C1C(NC(CC1)=O)=O 3-(4-Cyclopropyl-6-(hydroxymethyl)-1-oxoisoindolin-2-yl)piperidine-2,6-dione